(R)-9-oxo-8-(5-(2-phenoxyphenyl)thiazol-2-yl)octahydro-2H-pyrazino[1,2-a]pyrazine-2-carbonitrile O=C1N(CCN2[C@@H]1CN(CC2)C#N)C=2SC(=CN2)C2=C(C=CC=C2)OC2=CC=CC=C2